NC=1C2=C(N=C(N1)Cl)N(C=C2C2=NN(C=C2)CC2=CC=CC=C2)[C@H]2[C@@H]([C@@H]([C@H](C2)C2CCNCC2)O)O (1R,2S,3R,5R)-3-[4-amino-5-(1-benzylpyrazol-3-yl)-2-chloropyrrolo[2,3-d]pyrimidin-7-yl]-5-(piperidin-4-yl)cyclopentane-1,2-diol